[Cl-].CC1(COPOC1)C 5,5-dimethyl-1,3-dioxaphosphorinane chloride